(S)-3-(3-(2-bromopyridin-4-yl)isoxazol-5-yl)-3-hydroxy-1-methylpyrrolidin-2-one BrC1=NC=CC(=C1)C1=NOC(=C1)[C@@]1(C(N(CC1)C)=O)O